FC1=CC=CC2=C1N=C(S2)NC(=O)C21CC3(CC(CC(C2)C3)(C1)C)C N-(4-fluoro-1,3-benzothiazol-2-yl)-3,5-dimethyladamantane-1-carboxamide